3,5-dimethyl-4-nitrosophenol CC=1C=C(C=C(C1N=O)C)O